6-Bromo-2-fluoro-3-(trifluoromethyl)benzoic acid methyl ester COC(C1=C(C(=CC=C1Br)C(F)(F)F)F)=O